8-ethynyl-1,4-dioxaspiro[4.5]Decane C(#C)C1CCC2(OCCO2)CC1